C1(CC1)S(=O)(=O)N1C[C@H]([C@@H](CC1)NC1=NN2C(C=N1)=C(C=C2C2(CC2)C(F)F)F)O (3R,4R)-1-(cyclopropylsulfonyl)-4-((7-(1-(difluoromethyl)cyclopropyl)-5-fluoropyrrolo[2,1-f][1,2,4]triazin-2-yl)amino)piperidin-3-ol